NCCNC1=C(C(=O)OC)C=CC(=C1)Br methyl 2-((2-aminoethyl) amino)-4-bromobenzoate